24-(4'-cyanophenoxy)-5-cholen-3b-ol C(#N)C1=CC=C(OCCC[C@@H](C)[C@H]2CC[C@H]3[C@@H]4CC=C5C[C@H](CC[C@]5(C)[C@H]4CC[C@]23C)O)C=C1